3-(piperidin-1-yl)azetidine-1-carboxylic acid chloride N1(CCCCC1)C1CN(C1)C(=O)Cl